BrC=1C=C(C(N(C1)C)=O)N=C(C1=CC=CC=C1)C1=CC=CC=C1 5-bromo-3-(diphenylmethyleneamino)-1-methylpyridin-2(1H)-one